N[C@@H](C(=O)O)CCCC |r| DL-alpha-aminocaproic acid